3-(triphenylmethylthio)propionic acid C1(=CC=CC=C1)C(SCCC(=O)O)(C1=CC=CC=C1)C1=CC=CC=C1